3-chloro-13-methyl-5,6-dihydro-14H-pyrazino[2'',3'':5',6']pyrido[2',3':3,4]pyrazolo[1,2-a]cinnoline ClC1=CC=2CCN3N(C2C=C1)CC1=C3N=C3C(=C1C)N=CC=N3